N-(2-(5,5-dimethyl-3-(4-nitro-3-(trifluoromethyl)phenyl)-2,4-dioxoimidazolidin-1-yl)ethyl)-2-fluoro-5-((4-oxo-3,4-dihydrophthalazin-1-yl)methyl)benzamide CC1(C(N(C(N1CCNC(C1=C(C=CC(=C1)CC1=NNC(C2=CC=CC=C12)=O)F)=O)=O)C1=CC(=C(C=C1)[N+](=O)[O-])C(F)(F)F)=O)C